3,4-dichloro-5-hydroxy-1-(4-(methylsulfonyl)benzyl)-1H-pyrrol-2(5H)-one ClC=1C(N(C(C1Cl)O)CC1=CC=C(C=C1)S(=O)(=O)C)=O